magnesium (2,3,5-trifluoro-6-(trifluoromethyl)pyridin-4-yl)((trifluoromethyl)sulfonyl)amide FC1=NC(=C(C(=C1F)[N-]S(=O)(=O)C(F)(F)F)F)C(F)(F)F.[Mg+2].FC1=NC(=C(C(=C1F)[N-]S(=O)(=O)C(F)(F)F)F)C(F)(F)F